NC1(CCC2(C(=CC3=CC=4OCOC4C=C23)Br)CC1)C(=O)O 4-amino-6'-bromo-2'H-spiro[cyclohexane-1,5'-indeno[5,6-d][1,3]dioxole]-4-carboxylic acid